2-chloro-7-[(1R)-1-methoxyethyl]-4,8-dimethyl-5,7-dihydropteridin-6-one ClC1=NC=2N(C(C(NC2C(=N1)C)=O)[C@@H](C)OC)C